N[C@@H](CNC1=NC(=C2C(=N1)N(N=C2)C)NCC(C)(C)F)C2=CC=CC=C2 N6-[(2R)-2-amino-2-phenyl-ethyl]-N4-(2-fluoro-2-methyl-propyl)-1-methyl-pyrazolo[3,4-d]pyrimidine-4,6-diamine